CC(CC(=O)N1CC=2C=C(C(NC2CC1)=O)C(=O)N)(C)C 6-(3,3-dimethylbutyryl)-2-oxo-1,2,5,6,7,8-hexahydro-1,6-naphthyridine-3-carboxamide